[2-(3,4-dihydroxytetrahydrofuran-2-yl)-2-hydroxy-ethyl] benzoate C(C1=CC=CC=C1)(=O)OCC(O)C1OCC(C1O)O